methyl 2-[1-(3-fluorophenyl)-1H-pyrazol-3-yl]acetate Methyl-2-(1H-pyrazol-5-yl)acetate COC(CC1=CC=NN1)=O.FC=1C=C(C=CC1)N1N=C(C=C1)CC(=O)OC